[Cl-].C(CC)[NH3+] propan-1-aminium chloride